C1(CC1)C1=C(C(=C2C(=N1)CCC2)NC(=O)N=[S@]2(NC(C1=C2C=C(C=C1)C(C)(C)O)=O)=O)C1CC1 |r| racemic-1-[2,3-dicyclopropyl-5H,6H,7H-cyclopenta[b]pyridin-4-yl]-3-[6-(2-hydroxypropan-2-yl)-1,3-dioxo-2H-1lambda6,2-benzothiazol-1-ylidene]urea